Tetraisopropyl (2-(4-hydroxyphenyl)ethane-1,1-diyl)bis(phosphonate) OC1=CC=C(C=C1)CC(P(OC(C)C)(OC(C)C)=O)P(OC(C)C)(OC(C)C)=O